FC=1C(=NN(C1)CC1=CC(=CC=C1)F)C(=O)N[C@@H]1C(N(C2=C(OC1)C=CC=N2)C)=O (S)-4-fluoro-1-(3-fluorobenzyl)-N-(5-methyl-4-oxo-2,3,4,5-tetrahydropyrido[3,2-b][1,4]oxazepin-3-yl)-1H-pyrazole-3-carboxamide